N-(2,3-difluorobenzyl)-5-fluoro-2-hydroxy-N-methylnicotinamide FC1=C(CN(C(C2=C(N=CC(=C2)F)O)=O)C)C=CC=C1F